4-(2-Chloro-7-(4-chloro-1-methyl-1H-pyrazol-5-yl)thieno[3,2-d]pyrimidin-4-yl)-3-methyl-Morpholine ClC=1N=C(C2=C(N1)C(=CS2)C2=C(C=NN2C)Cl)N2C(COCC2)C